3-[(3-fluoro-1-methylazetidin-3-yl)methoxy]-5-(5-methyl-1,3-thiazol-2-yl)-N-{(1R)-1-[2-(trifluoromethyl)pyrimidin-5-yl]ethyl}benzamide FC1(CN(C1)C)COC=1C=C(C(=O)N[C@H](C)C=2C=NC(=NC2)C(F)(F)F)C=C(C1)C=1SC(=CN1)C